F[B-](F)(F)F.N1(N=NC2=C1N=CC=C2)OC(=[N+](C)C)N(C)C 2-(7-aza-1H-benzotriazol-1-yl)-1,1,3,3-tetramethyluronium tetrafluoroborate